2-(1-ethyl-3-methyl-1H-pyrazol-5-yl)-4-hydroxy-8-(3-morpholinopropoxy)-9H-pyrimido[4,5-b]indole-6-carboxamide C(C)N1N=C(C=C1C=1N=C(C2=C(NC3=C(C=C(C=C23)C(=O)N)OCCCN2CCOCC2)N1)O)C